methyl 2,4,6-decatrienoate C(C=CC=CC=CCCC)(=O)OC